CC(C)NCC(=O)O L-alpha-methylethylglycine